CCCCCCCCCCC[C@H]([C@H](C)N)O 1-deoxy-tetradecasphinganine